ClC=1C=C(C=CC1F)NC(N(CC=1C2=C(NN1)COCC2)C2=CC(=NC=C2)C#N)=O (3-Chloro-4-fluorophenyl)-1-(2-cyanopyridin-4-yl)-1-((1,4,5,7-tetrahydropyrano[3,4-c]pyrazol-3-yl)methyl)urea